CC1(CC(OC(C1)=O)=O)C 4,4-dimethyl-dihydro-3H-pyran-2,6-dione